C1(CC1)C(=O)NC1=NC=C(C(=O)N)C(=C1)NC1=C(C(=CC=C1)C=1C=NN(C1)C1CCOCC1)OC 6-(cyclopropanecarboxamido)-4-((2-methoxy-3-(1-(tetrahydro-2H-pyran-4-yl)-1H-pyrazol-4-yl)phenyl)amino)nicotinamide